N(=[N+]=[N-])[C@H]1CC[C@@H]2CN(C[C@@H]21)C=2N=NC(=CN2)C2=C(C=C(C=C2)C=2C=NN(C2)C2OCCCC2)OCOC |r| Racemic-(3aR,4S,6aS)-4-azido-2-[6-[2-(methoxymethoxy)-4-(1-tetrahydropyran-2-ylpyrazol-4-yl)phenyl]-1,2,4-triazin-3-yl]-3,3a,4,5,6,6a-hexahydro-1H-cyclopenta[c]pyrrole